N1CCC(CC1)N1C(NC2=C1C=CC=C2C(=O)N)=O 1-(piperidin-4-yl)-1H-benzo[d]imidazol-2(3H)-oneamide